2-(1,2-diphenyl-hexyl)malononitrile C1(=CC=CC=C1)C(C(CCCC)C1=CC=CC=C1)C(C#N)C#N